2,2-dimethyl-3-(pyridin-4-yl)propionamide CC(C(=O)N)(CC1=CC=NC=C1)C